(cyclopropanecarbonyl)-N',1-dimethyl-1H-pyrazolo[4,3-c]quinoline-8-carbohydrazide C1(CC1)C(=O)C1=NN(C2=C1C=NC=1C=CC(=CC21)C(=O)NNC)C